6-cyclopropyl-5-methyl-hexanoic acid C1(CC1)CC(CCCC(=O)O)C